C(C)(C)(C)OC(=O)N[C@H](CC1=C(C2=NC(=CC(=C2S1)N(C(OC(C)(C)C)=O)CC=1OC=CC1)Cl)Cl)CS(=O)C tert-Butyl N-[2-[(2R)-2-(tert-butoxycarbonylamino)-3-methylsulfinyl-propyl]-3,5-dichloro-thieno[3,2-b]pyridin-7-yl]-N-(2-furylmethyl)carbamate